decahydro-2,5-naphthalenedicarboxylic acid C1C(CCC2C(CCCC12)C(=O)O)C(=O)O